ethyl 2-[(3-methoxypropyl)(5-methyl-6-{[(2Z)-3-{[2-(trimethylsilyl)ethoxy]methyl}-2,3-dihydro-1,3-benzothiazol-2-ylidene]amino}pyridazin-3-yl)amino]-1,3-thiazole-4-carboxylate COCCCN(C=1SC=C(N1)C(=O)OCC)C=1N=NC(=C(C1)C)\N=C\1/SC2=C(N1COCC[Si](C)(C)C)C=CC=C2